4-Cyano-2,6-bis(methoxymethoxy)benzoic acid C(#N)C1=CC(=C(C(=O)O)C(=C1)OCOC)OCOC